C1(=CC=CC=C1)C1=NC(=C(C=C1C=1OC[C@H](N1)C1=CC=CC=C1)C=1OC[C@H](N1)C1=CC=CC=C1)C1=CC=CC=C1 (4R,4'R)-2,2'-(2,6-diphenylpyridine-3,5-diyl)bis(4-phenyl-4,5-dihydro-oxazole)